Methyl 5-benzyl-3-((methylamino)methyl)-4,5-dihydroisoxazole-5-carboxylate hydrochloride Cl.C(C1=CC=CC=C1)C1(CC(=NO1)CNC)C(=O)OC